N[C@@H]1CN(C[C@H]1F)C(=O)OCC1=CC=CC=C1 benzyl (3R,4R)-3-amino-4-fluoro-pyrrolidine-1-carboxylate